BrC=1C=NN(C1C(=O)OCC)CCCC(=O)OCC ethyl 4-bromo-1-(4-ethoxy-4-oxobutyl)-1H-pyrazole-5-carboxylate